3-{4-[(S)-4-(3-Methanesulfonyl-cyclobutyl)-3-(1H-pyrazol-4-yl)-piperazin-1-yl]-pyrimidin-2-yl}-6-trifluoromethyl-imidazo[1,2-a]pyridine CS(=O)(=O)C1CC(C1)N1[C@H](CN(CC1)C1=NC(=NC=C1)C1=CN=C2N1C=C(C=C2)C(F)(F)F)C=2C=NNC2